FC1=CC=C(C=C1)N1N=CC(=C1)C1=CC=C(N1)C(=O)N(C(C)C)C1CCNCC1 5-[1-(4-fluorophenyl)-1H-pyrazol-4-yl]-N-(piperidin-4-yl)-N-(propan-2-yl)-1H-pyrrole-2-carboxamide